ClC1=NC(=NC(=C1)C)S(=O)(=O)C chloro-6-methyl-2-(methylsulfonyl)pyrimidine